C(C)N1C(NC2=C(C1=O)SC(=C2)CN2CCN(CC2)C=2C(=NC(=CC2)C(=O)N2CCCC2)C)=O 3-ethyl-6-((4-(2-methyl-6-(pyrrolidine-1-carbonyl)pyridin-3-yl)piperazin-1-yl)methyl)thieno[3,2-d]pyrimidine-2,4(1H,3H)-dione